N1=C(C=CC=C1)NC(OCN(C)CCC1=CC(=C(C(=C1)C1=NN(C=C1)C)OC)NC1=C(N=NC(=C1)Cl)C(NC)=O)=O (((3-((6-chloro-3-(methylcarbamoyl) pyridazin-4-yl) amino)-4-methoxy-5-(1-methyl-1H-pyrazol-3-yl) phenethyl) (methyl) amino) methyl) pyridin-2-ylcarbamate